COC(C1=C(C=CC(=C1)\C=C(/C(=O)OC(C)(C)C)\C)OC)=O (Z)-5-(3-(tert-butoxy)-2-methyl-3-oxoprop-1-en-1-yl)-2-methoxybenzoic acid methyl ester